N,N-dibenzyl-2-iodoaniline C(C1=CC=CC=C1)N(C1=C(C=CC=C1)I)CC1=CC=CC=C1